1-methoxy-3-(4-{[2-(3-{[2-methoxy-4-(propanamidosulfonyl)phenyl]amino}prop-1-yn-1-yl)-1-(2,2,2-trifluoroethyl)-1H-indol-4-yl]amino}piperidin-1-yl)propan-2-yl propanoate C(CC)(=O)OC(COC)CN1CCC(CC1)NC1=C2C=C(N(C2=CC=C1)CC(F)(F)F)C#CCNC1=C(C=C(C=C1)S(=O)(=O)NC(CC)=O)OC